ClC1=CC=C(C=C1)C1=CC=NC(N1CC(C)(C)O)C=1C=NN(C1)C1CC1 6-(4-Chlorophenyl)-2-(1-cyclopropyl-1H-pyrazol-4-yl)-N-(2-hydroxy-2-methylpropyl)pyrimidin